Tert-Butyl 7-(benzylamino)-4-chloro-1-oxo-1,3-dihydro-2H-pyrrolo[3,4-c]pyridine-2-carboxylate C(C1=CC=CC=C1)NC=1C2=C(C(=NC1)Cl)CN(C2=O)C(=O)OC(C)(C)C